diethyl-hypophosphite C(C)P(=O)([O-])CC